C(CCCCCCCCC(=O)OC1CC(N(C(C1)(C)C)OC1CCCCC1)(C)C)(=O)OC1CC(N(C(C1)(C)C)OC1CCCCC1)(C)C bis(N-cyclohexyloxy-2,2,6,6-tetramethyl-4-piperidyl) sebacate